FC1=C(C=C2C(N(C(N(C2=C1)C1CCN(CC1)C=O)=O)CC1=CC=C(C=C1)CN1CCOCC1)=O)OC(CF)CF 4-{7-fluoro-6-[2-fluoro-1-(fluoromethyl)ethoxy]-3-[4-(morpholin-4-ylmethyl)benzyl]-2,4-dioxo-3,4-dihydroquinazolin-1(2H)-yl}piperidine-1-carbaldehyde